4-amino-3-chloro-6-(4-chloro-2-fluoro-3-methoxyphenyl)pyridine-2-carboxylic acid (fluorochloropyridinate) FC1=C(C(=NC=C1)C(=O)O)Cl.NC1=C(C(=NC(=C1)C1=C(C(=C(C=C1)Cl)OC)F)C(=O)O)Cl